(2S,3S,4R,5R)-3,4-dihydroxyl-5-(2-(5-methoxypyridin-3-yl)-6-(((4-methyl-pyridin-2-yl)methyl)amino)-9H-purin-9-yl)-N-methyltetrahydrothiophen-2-formamide O[C@@H]1[C@H](S[C@H]([C@@H]1O)N1C2=NC(=NC(=C2N=C1)NCC1=NC=CC(=C1)C)C=1C=NC=C(C1)OC)C(=O)NC